2-[4-(4-chlorophenyl)-2-(4-methoxyphenyl)-1H-imidazol-1-yl]Acetyl-piperazine ClC1=CC=C(C=C1)C=1N=C(N(C1)CC(=O)N1CCNCC1)C1=CC=C(C=C1)OC